N-((3-((1H-1,2,4-triazol-1-yl)methyl)oxetan-3-yl)methyl)-4-((4,4-difluorocyclohexyl)methyl)aniline N1(N=CN=C1)CC1(COC1)CNC1=CC=C(C=C1)CC1CCC(CC1)(F)F